C(C)N1C=NC=C1CN1C=NC2=C1C=C(C=C2)C(=O)[O-] 1-((1-ethyl-1H-imidazol-5-yl) methyl)-1H-benzo[d]imidazole-6-carboxylate